3-(cyclopropylmethyl)-N-(1-methylcyclopropyl)-1H-indole-6-sulfonamide C1(CC1)CC1=CNC2=CC(=CC=C12)S(=O)(=O)NC1(CC1)C